ClC1=NN=C(C2=C1COC2)Cl 1,4-dichloro-5,7-dihydrofuro[3,4-d]pyridazine